(1R,2S,5S)-3-((R)-2-hydroxybutanoyl)-6,6-dimethyl-N-((S)-3-oxo-1-((S)-2-oxopyrrolidin-3-yl)-4-(trifluoromethoxy)butan-2-yl)-3-azabicyclo[3.1.0]hexane-2-carboxamide O[C@@H](C(=O)N1[C@@H]([C@H]2C([C@H]2C1)(C)C)C(=O)N[C@@H](C[C@H]1C(NCC1)=O)C(COC(F)(F)F)=O)CC